3-(1-(2-(benzyloxy)ethyl)-1H-1,2,4-triazol-3-yl)-2-methoxyaniline C(C1=CC=CC=C1)OCCN1N=C(N=C1)C=1C(=C(N)C=CC1)OC